Beta-hydroxybutyric acid sodium salt [Na+].OC(CC(=O)[O-])C